ClC=1OC2=C(C1)C(=CC=C2COC2=CC=CC(=N2)C2=CCC(CC2)CC2=NC1=C(N2C[C@H]2OCC2)C=C(C=C1)C(=O)O)Cl 2-((4-(6-((2,4-dichlorobenzofuran-7-yl)methoxy)pyridin-2-yl)cyclohex-3-en-1-yl)methyl)-1-(((S)-oxetan-2-yl)methyl)-1H-benzo[d]imidazole-6-carboxylic acid